1-butyl-3-methyl-imidazolium 2-(2-methoxyethoxy)ethyl-sulfate COCCOCCOS(=O)(=O)[O-].C(CCC)N1C=[N+](C=C1)C